ClC1=C(C=CC=C1Cl)SC=1C=2N(C(=NC1)N1CCC3(CC1)[C@@H](C1=CC=CC=C1C3)N)C=CN2 (S)-1'-(8-((2,3-dichlorophenyl)thio)imidazo[1,2-c]pyrimidin-5-yl)-1,3-dihydrospiro[indene-2,4'-piperidin]-1-amine